C(CCC)OC=1N=C(C2=C(N1)C(=CN2)CC2=CC=C1CCN(CC1=C2)C)N 2-butoxy-7-((2-methyl-1,2,3,4-tetrahydroisoquinolin-7-yl)methyl)-5H-pyrrolo[3,2-d]pyrimidin-4-amine